tert-butyl 5-methyl-4-(4,4,5,5-tetramethyl-1,3,2-dioxaborolan-2-yl)-2,3-dihydro-1H-pyrrole-1-carboxylate CC1=C(CCN1C(=O)OC(C)(C)C)B1OC(C(O1)(C)C)(C)C